[Na].C1C(C)O1 propylene ether, sodium salt